CCCCCCCCCCCCCCCCCCCC(=O)O[C@H](COC(=O)CCCCCCC/C=C\C/C=C\CCCC)COP(=O)(O)OC[C@@H](C(=O)O)N 1-(9Z,12Z-heptadecadienoyl)-2-eicosanoyl-glycero-3-phosphoserine